O1COCC2=C1C=CC(=C2)C(N2CCC(CC2)C(=O)OC2=C(C(=C(C(=C2F)F)F)F)F)C2=CC1=C(OCOC1)C=C2 pentafluorophenyl 1-(bis(4H-benzo[d][1,3]dioxin-6-yl)methyl)piperidine-4-carboxylate